(S)-tert-butyl (4-methyl-1-morpholino-1-oxopentan-2-yl)carbamate CC(C[C@@H](C(=O)N1CCOCC1)NC(OC(C)(C)C)=O)C